O=C1NC(CCC1NC1=CC=C(C=C1)C1CCN(CC1)CC1CCN(CC1)C(=O)OC(C)(C)C)=O tert-butyl 4-((4-(4-((2,6-dioxopiperidin-3-yl)amino)phenyl)-piperidin-1-yl)methyl)piperidine-1-carboxylate